hexyl N-[(1Z)-amino(5-{[bis(tert-butoxycarbonyl)amino]methyl}thiophen-3-yl)-methylidene]carbamate N\C(=N/C(OCCCCCC)=O)\C1=CSC(=C1)CN(C(=O)OC(C)(C)C)C(=O)OC(C)(C)C